FC1=CC=C(C=C1)N1N=C(C=C1S(=O)(=O)C)C(=O)OC methyl 1-(4-fluorophenyl)-5-(methylsulfonyl)-1H-pyrazole-3-carboxylate